2-methyl-3,6-diethyl-4-propoxyphenol CC1=C(C(=CC(=C1CC)OCCC)CC)O